2-methoxy-4-quinolinecarbonitrile COC1=NC2=CC=CC=C2C(=C1)C#N